4-(4-((1-(3-fluoropropyl)azetidin-3-yl)oxy)benzoyl)-3-(4-(trifluoromethyl)phenyl)quinolin-7-yl trifluoromethanesulfonate FC(S(=O)(=O)OC1=CC=C2C(=C(C=NC2=C1)C1=CC=C(C=C1)C(F)(F)F)C(C1=CC=C(C=C1)OC1CN(C1)CCCF)=O)(F)F